tertbutyl 2-[6-(2-cyano-3,6-difluoro-phenoxy)-4-oxo-quinazolin-3-yl]-7-azaspiro[3.5]nonane-7-carboxylate C(#N)C1=C(OC=2C=C3C(N(C=NC3=CC2)C2CC3(C2)CCN(CC3)C(=O)OC(C)(C)C)=O)C(=CC=C1F)F